2-{[(3R,6R)-1-{[4-(difluoromethoxy)-2-(2H-1,2,3-triazol-2-yl)phenyl]carbonyl}-6-methylpiperidin-3-yl]oxy}pyridine-4-carbonitrile FC(OC1=CC(=C(C=C1)C(=O)N1C[C@@H](CC[C@H]1C)OC1=NC=CC(=C1)C#N)N1N=CC=N1)F